(2E,5S,6R,7E)-5-(((S)-2-amino-4-methylpentanoyl)oxy)-8-(4-(azidomethyl)phenyl)-6-methyloct-2,7-dienoic acid tert-butyl ester C(C)(C)(C)OC(\C=C\C[C@@H]([C@@H](\C=C\C1=CC=C(C=C1)CN=[N+]=[N-])C)OC([C@H](CC(C)C)N)=O)=O